6-Bromo-8-(2,4-dimethoxypyrimidin-5-yl)-5-methylimidazo[1,2-a]pyridine BrC=1C=C(C=2N(C1C)C=CN2)C=2C(=NC(=NC2)OC)OC